(2S)-5,5-dimethyl-2-{[(1S)-1-(pyrimidin-5-yl)ethyl]amino}hexanoic acid CC(CC[C@@H](C(=O)O)N[C@@H](C)C=1C=NC=NC1)(C)C